C(CCCCCCCCCCCC)(=O)OCC(OC(CCCCCCCCCCCCCCCCCCCCC)=O)COP(=O)(O)OC[C@H](N)C(=O)O 1-tridecanoyl-2-docosanoyl-glycero-3-phosphoserine